C(CCCCCCCCCCC)N1C(COCC1=O)=O 4-dodecylmorpholine-3,5-dione